[C@@H]12N(C[C@@H](NC1)CC2)C2=NC(=NC1=C(C(=CC=C21)C2=CC(=CC1=CC=C(C(=C21)CC)F)O)C)OC[C@]21CCCN1C[C@@H](C2)F 4-(4-((1S,4S)-2,5-diazabicyclo[2.2.2]octan-2-yl)-2-(((2R,7aS)-2-fluorotetrahydro-1H-pyrrolizin-7a(5H)-yl)methoxy)-8-methylquinazolin-7-yl)-5-ethyl-6-fluoronaphthalen-2-ol